ClC=1C2=C(N(N=C2C=CC1B1OC(C(O1)(C)C)(C)C)CC)C=O 4-Chloro-2-ethyl-5-(4,4,5,5-tetramethyl-1,3,2-dioxaborolan-2-yl)-2H-indazole-3-carbaldehyde